sulfonyl fluoride S(=O)(=O)(F)F